2-(6-amino-5-((1R,5S,6s)-6-(dimethylamino)-3-azabicyclo[3.1.0]hex-3-yl)pyridazin-3-yl)phenol NC1=C(C=C(N=N1)C1=C(C=CC=C1)O)N1C[C@@H]2C([C@@H]2C1)N(C)C